2-((4-(6-((4-Chloro-2-(difluoromethoxy)benzyl)oxy)pyridin-2-yl)piperidin-1-yl)methyl)-4-(difluoromethoxy)-1-methyl-1H-benzo[d]imidazole-6-carboxylic acid ClC1=CC(=C(COC2=CC=CC(=N2)C2CCN(CC2)CC2=NC3=C(N2C)C=C(C=C3OC(F)F)C(=O)O)C=C1)OC(F)F